(R)-1-(1-(4-(benzo[d]thiazol-7-yl)phenyl)-2-hydroxyethyl)-3-(2-ethynyl-thiazol-4-yl)-1-methylurea S1C=NC2=C1C(=CC=C2)C2=CC=C(C=C2)[C@H](CO)N(C(=O)NC=2N=C(SC2)C#C)C